tert-butyl 2-(1-ethylisoquinolin-5-yl)-2-(3-(5-(5,6,7,8-tetrahydro-1,8-naphthyridin-2-yl)pentyloxy)azetidin-1-yl)acetate C(C)C1=NC=CC2=C(C=CC=C12)C(C(=O)OC(C)(C)C)N1CC(C1)OCCCCCC1=NC=2NCCCC2C=C1